CN1C(C(CCC1=O)N1C(C2=CC=C(C=C2C1=O)N1CCN(CC1)CC1CCNCC1)=O)=O 2-(1-methyl-2,6-dioxopiperidin-3-yl)-5-(4-(piperidin-4-ylmethyl)piperazin-1-yl)isoindoline-1,3-dione